C1(CC1)COC(NC12CC(C1)(C2)N2C=NC=1C2=C2C(=NC1)NC=C2)=O (3-(imidazo[4,5-d]pyrrolo[2,3-b]pyridin-1(6H)-yl)bicyclo[1.1.1]pentan-1-yl)carbamic acid cyclopropylmethyl ester